[Li].FC1=CC=C(CN2N=NC(=C2)CC(C(=O)N)=CC2=CC=CC=C2)C=C1 ((1-(4-fluorobenzyl)-1H-1,2,3-triazol-4-yl)methyl)cinnamamide Lithium